tert-butyl (2-(3-(3,4-bis(bromomethyl)-2,5-dioxo-2,5-dihydro-1H-pyrrol-1-yl)propionamido)ethyl)carbamate BrCC=1C(N(C(C1CBr)=O)CCC(=O)NCCNC(OC(C)(C)C)=O)=O